C[C@H]1CC[C@@H](N(C1)C(=O)OC(C)(C)C)C(\C=C\N(CC)CC)=O |r| tert-Butyl rac-(2R,5S)-5-methyl-2-[rac-(E)-3-(diethylamino) prop-2-enoyl]piperidine-1-carboxylate